C(=C)C1=NC=CC=C1 2-Vinylpyridin